FC=1C(=C(C2=C(C(N3[C@@H](CO2)C[C@@H](C3)O)=O)C1OC(C)C)F)C (2S,11aR)-7,9-Difluoro-2-hydroxy-6-isopropoxy-8-methyl-2,3,11,11a-tetrahydro-1H,5H-benzo[f]pyrrolo[2,1-c][1,4]oxazepin-5-one